ClC1=C2C=C(N=C(C2=CC=C1)C=1C=C2CN(C(C2=CC1)=O)C1C(NC(CC1)=O)=O)O 3-(5-(5-chloro-3-hydroxyisoquinolin-1-yl)-1-oxoisoindolin-2-yl)piperidine-2,6-dione